C(CCCCCCC\C=C/C\C=C/CCCCC)(=O)O.C(CCCCCCC\C=C/C\C=C/CCCCC)(=O)O.C=CCC R-butene dilinoleate